tris(1,10-phenanthroline) bis(hexafluorophosphate) ruthenium (II) [Ru+2].F[P-](F)(F)(F)(F)F.F[P-](F)(F)(F)(F)F.N1=CC=CC2=CC=C3C=CC=NC3=C12.N1=CC=CC2=CC=C3C=CC=NC3=C12.N1=CC=CC2=CC=C3C=CC=NC3=C12